2,4-dichloro-8-ethylquinoline ClC1=NC2=C(C=CC=C2C(=C1)Cl)CC